C(C)OCCCN1C=NC2=C1C=C(C=C2)C=2C(=NC=CC2)C=2C=C(C=CC2)C (3-Ethoxypropyl)-6-(2-m-tolylpyridin-3-yl)-1H-benzo[d]imidazole